4-bromo-α-methylstyrene BrC1=CC=C(C(=C)C)C=C1